1-[2-chloro-4-(4-phenoxyanilino)pyrimidin-5-yl]ethan-1-one ClC1=NC=C(C(=N1)NC1=CC=C(C=C1)OC1=CC=CC=C1)C(C)=O